4-[(2-aminophenyl)methylamino]-6-(2-furyl)pyrimidine-5-carbonitrile NC1=C(C=CC=C1)CNC1=NC=NC(=C1C#N)C=1OC=CC1